C(C=C)(=O)O.C(C=C)(=O)O.N(CCO)(CCO)CCO triethanolamine diacrylate